C(C)C1=NC(=CC=C1S(=O)(=O)N1CC2(C1)CN(C2)C2CCOCC2)C(F)(F)F 2-((2-ethyl-6-(trifluoromethyl)pyridin-3-yl)sulfonyl)-6-(tetrahydro-2H-pyran-4-yl)-2,6-diazaspiro[3.3]heptane